COC(=O)[C@H]1C[C@H](CCC1)NC1=NC=NC(=C1C1=CC=C(C=C1)OC1=CC=CC=C1)N (1R,3S)-3-(6-Amino-5-(4-phenoxyphenyl)-pyrimidin-4-ylamino)-cyclohexanecarboxylic acid methyl ester